FC1=C(C=CC(=C1)F)C1=NC(=NC=C1F)NC=1C=C(C=C(C1)S(F)(F)(F)(F)F)CS(=O)(C)=NC#N [[3-[[4-(2,4-Difluorophenyl)-5-fluoropyrimidin-2-yl]amino]-5-(pentafluoro-lambda6-sulfanyl)phenyl]methyl-methyl-oxo-lambda6-sulfanylidene]cyanamide